3-Chloro-5-(1,1,1-trifluoropropan-2-yl)isoquinoline ClC=1N=CC2=CC=CC(=C2C1)C(C(F)(F)F)C